FC(C1C[C@H]2CC[C@@H](C1)N2C(=O)OC(C)(C)C)F tert-butyl (1R,3s,5S)-3-(difluoromethyl)-8-azabicyclo[3.2.1]octane-8-carboxylate